N(=NC(C)(C)C)C(C)(C)C azo-tertiary butane